Phenyl(triphenylenyl)benzofuropyridine C1(=CC=CC=C1)C=1C(=NC2=C(C1)OC1=C2C=CC=C1)C1=CC=CC=2C3=CC=CC=C3C3=CC=CC=C3C12